C(C)(C)N1C(=NC2=C1C=C(C=C2F)C2=NC(=NC=C2F)Cl)C 1-isopropyl-2-methyl-4-fluoro-6-(2-chloro-5-fluoropyrimidin-4-yl)-1H-benzo[d]imidazole